C(C)N1N=C2C(=CC=C(C2=C1)NC1CCN(CC1)C(=O)OC(C)(C)C)C(NC=1C=C(C=2N(C1)C=C(N2)C)F)=O tert-butyl 4-{[2-ethyl-7-({8-fluoro-2-methylimidazo[1,2-a]pyridin-6-yl}carbamoyl)indazol-4-yl]amino}piperidine-1-carboxylate